C(C1=CC=CC=C1)NC(C(=O)O)CC(C)(C)NC(=O)OC(C)(C)C 2-(benzylamino)-4-(tert-Butoxycarbonylamino)-4-methylpentanoic acid